2-ethylhex-1-ylmethacrylate C(C)C(COC(C(=C)C)=O)CCCC